2,4-Dioxo-4-phenylbutanoic acid O=C(C(=O)O)CC(C1=CC=CC=C1)=O